OCCCC1=CN=CC(=N1)N1CCC(CC1)C(=O)OCC ethyl 1-(6-(3-hydroxypropyl)pyrazin-2-yl)piperidine-4-carboxylate